OC(=O)C(F)(F)F.C(CCCC(=O)N)(=O)N pentanediamide TFA salt